P-benzoquinone dioxime C1=CC(=CC=C1NO)N=O